N3-(7-methoxy-6-(4-methoxyphenyl)-2,3-diphenylpyrazolo[1,5-a]pyrimidin-5-yl)-1,2,5-oxadiazole-3,4-diamine COC1=C(C(=NC=2N1N=C(C2C2=CC=CC=C2)C2=CC=CC=C2)NC2=NON=C2N)C2=CC=C(C=C2)OC